1-(4-chloro-3-(trifluoromethoxy)phenyl)-3-((5-(2,6-dioxopiperidin-3-yl)-4-oxo-5,6-dihydro-4H-thieno[3,4-c]pyrrol-1-yl)methyl)urea ClC1=C(C=C(C=C1)NC(=O)NCC=1SC=C2C1CN(C2=O)C2C(NC(CC2)=O)=O)OC(F)(F)F